FC(CCN(C(C(F)(F)F)=O)C)(CN(C)C1C[C@H](CC1)N)F N-(3,3-difluoro-4-{[(3S)-3-Aminocyclopentyl](methyl)amino}butyl)-2,2,2-trifluoro-N-methylacetamide